2-methoxy-N,N-dimethyl-4-nitrobenzenesulfonamide COC1=C(C=CC(=C1)[N+](=O)[O-])S(=O)(=O)N(C)C